2,4-Dichloro-1,1,1,5,5,5-hexafluoro-2-(trifluoromethyl)pentane ClC(C(F)(F)F)(CC(C(F)(F)F)Cl)C(F)(F)F